6-amino-N-[2,3-difluoro-4-({6-methoxy-7-[2-(methylamino)ethoxy]quinolin-4-yl}oxy)phenyl]-4-methoxypyridine-3-carboxamide NC1=CC(=C(C=N1)C(=O)NC1=C(C(=C(C=C1)OC1=CC=NC2=CC(=C(C=C12)OC)OCCNC)F)F)OC